NC(CC(=O)O)C(=O)C β-aminolevulinic acid